6-tert-butyl-10-methoxy-9-(2-methylpyridin-3-yl)-2-oxo-6,7-dihydro-2H-pyrido[2,1-a]isoquinoline-3-carboxylic acid C(C)(C)(C)C1N2C(C3=CC(=C(C=C3C1)C=1C(=NC=CC1)C)OC)=CC(C(=C2)C(=O)O)=O